C1(=CC=CC=C1)N(C1(CC=C(C=C1)C1=CC=CC=C1)N(C1=CC(=CC=C1)C)C1=CC=CC=C1)C1=CC(=CC=C1)C N,N'-diphenyl-N,N'-bis(3-methylphenyl)-1,1-biphenyl-4,4-diamine